CN(CCOC1=CC=C(C=N1)NC(OCC1OC2=C(C3=C(N=C(S3)C3=C4N=CC(=NC4=CC(=C3)C)OC)C(=C2)C)OC1)=O)C (2-(2-methoxy-7-methylquinoxalin-5-yl)-4-methyl-7,8-dihydro-[1,4]dioxino[2',3':3,4]benzo[1,2-d]thiazol-7-yl)methyl (6-(2-(dimethylamino)ethoxy) pyridin-3-yl)carbamate